O=C1NC(CCC1N1C(C2=CC=C(C=C2C1=O)N1CC(C1)N1CCNCC1)=O)=O 2-(2,6-dioxopiperidin-3-yl)-5-(3-(piperazin-1-yl)azetidine-1-yl)isoindoline-1,3-dione